C1(CC1)NC(C1=CC(=C(C=C1)C)C=1C=NN(C1)C=1N=C2N(C=C(C(=C2)OC)S(=O)(=O)CC)C1)=O N-Cyclopropyl-3-[1-(6-ethanesulfonyl-7-methoxy-imidazo[1,2-a]pyridin-2-yl)-1H-pyrazol-4-yl]-4-methyl-benzamide